9-(4-chloro-2-fluoro-phenyl)-2-(difluoromethyl)-7-[rac-(2R,4S)-2-(6-keto-1-methyl-3-pyridyl)tetrahydropyran-4-yl]-3-methyl-pyrimido[1,2-b]pyridazin-4-one ClC1=CC(=C(C=C1)C=1C=2N(N=C(C1)[C@@H]1C[C@@H](OCC1)C1=CN(C(C=C1)=O)C)C(C(=C(N2)C(F)F)C)=O)F |r|